6-bromo-N-(4,6-dimethoxy-5-methyl-pyrimidin-2-yl)thieno[2,3-b]pyridine-3-sulfonamide BrC1=CC=C2C(=N1)SC=C2S(=O)(=O)NC2=NC(=C(C(=N2)OC)C)OC